C(N)(=O)C1=NN(C=C1[N+](=O)[O-])C1CCN(CC1)C(=O)OC(C)(C)C Tert-butyl 4-(3-carbamoyl-4-nitro-pyrazol-1-yl)piperidine-1-carboxylate